L-α-Aspartyl-N-(2,2,4,4-tetramethyl-3-thietanyl)-D-alaninamid N[C@@H](CC(O)=O)C(=O)N[C@H](C)C(=O)NC1C(SC1(C)C)(C)C